BrC=1C=CC(=C(C1)N1N=C(C=C1)F)Cl 1-(5-bromo-2-chlorophenyl)-3-fluoro-1H-pyrazole